3-(5-((R)-3-(3-(methoxymethyl)phenyl)-4-methyl-2-oxoimidazolidin-1-yl)-1-oxoisoindolin-2-yl)piperidine-2,6-dione COCC=1C=C(C=CC1)N1C(N(C[C@H]1C)C=1C=C2CN(C(C2=CC1)=O)C1C(NC(CC1)=O)=O)=O